4-(4-amino-2-(trifluoromethyl)benzyl)piperazine-1-carboxylic acid tert-butyl ester C(C)(C)(C)OC(=O)N1CCN(CC1)CC1=C(C=C(C=C1)N)C(F)(F)F